(S)-N-(1-(7-(2-Acetyloxazol-5-yl)quinolin-5-yl)cyclopropyl)-5-(azetidin-2-ylmethoxy)-2-methylbenzamide C(C)(=O)C=1OC(=CN1)C1=CC(=C2C=CC=NC2=C1)C1(CC1)NC(C1=C(C=CC(=C1)OC[C@H]1NCC1)C)=O